cyclopropylimidazolidine C1(CC1)N1CNCC1